COC(C1=C(C=C(C=C1)OCC1=CC=C(C=C1)OC)OC)=O 2-methoxy-4-((4-methoxybenzyl)oxy)benzoic acid methyl ester